tert-butyl ((1s,3s)-3-((3-iodo-6-(1-methyl-1H-pyrazol-4-yl)pyrazolo[1,5-a]pyrazin-4-yl)oxy)-3-methylcyclobutyl)(methyl)carbamate IC=1C=NN2C1C(=NC(=C2)C=2C=NN(C2)C)OC2(CC(C2)N(C(OC(C)(C)C)=O)C)C